FC(C1=C2C=CC=NC2=CC=C1N)(F)F 5-(trifluoromethyl)quinolin-6-amine